5-chloro-N-(7-(difluoromethyl)quinolin-4-yl)-1,7-naphthyridin-8-amine ClC1=C2C=CC=NC2=C(N=C1)NC1=CC=NC2=CC(=CC=C12)C(F)F